diallyladipate C(C=C)OC(CCCCC(=O)OCC=C)=O